N1(N=CC=C1)C1=CC=C(CN(C(OC(C)(C)C)=O)C2=CC(=NC=3N2N=CC3C3CC3)Cl)C=C1 tert-butyl (4-(1H-pyrazol-1-yl)benzyl)(5-chloro-3-cyclopropylpyrazolo[1,5-a]pyrimidin-7-yl)carbamate